C(C1=CC=CC=C1)N(CCCCCCNC(OC(C)(C)C)=O)CCCCCCNC(=O)OC(C)(C)C tert-Butyl N-{6-[benzyl({6-[(tert-butoxycarbonyl)amino]hexyl})amino]hexyl}carbamate